pentaglycerol isostearate C(CCCCCCCCCCCCCCC(C)C)(=O)O.OCC(O)CO.OCC(O)CO.OCC(O)CO.OCC(O)CO.OCC(O)CO